ClC=1C=C(C=C(C1)Cl)C=1C=CC=C2C(=C(C=NC12)N)N(C)C 8-(3,5-dichlorophenyl)-N4,N4-dimethyl-quinoline-3,4-diamine